N-([2,3'-bipyridin]-6'-yl)-4-(2,6-dimethyl-6,7-dihydropyrazolo[1,5-a]pyrimidin-4(5H)-yl)-4-oxobutanamide N1=C(C=CC=C1)C=1C=NC(=CC1)NC(CCC(=O)N1C=2N(CC(C1)C)N=C(C2)C)=O